acryl-maleic acid maleate C(\C=C/C(=O)O)(=O)O.C(=O)(C=C)/C(/C(=O)O)=C/C(=O)O